FSS=N.FSS=N.[Li] lithium bis(fluoro(thio)sulfimide)